C1(CC1)C(=O)C1=CNC=2N=CN=C(C21)N[C@H]2CN(CCC2)C(C=C)=O (R)-1-(3-((5-(cyclopropanecarbonyl)-7H-pyrrolo[2,3-d]pyrimidin-4-yl)amino)piperidin-1-yl)prop-2-en-1-one